5-((5-isopropyl-2-(methylamino)pyridin-4-yl)oxy)pyrimidine-2,4-diamine C(C)(C)C=1C(=CC(=NC1)NC)OC=1C(=NC(=NC1)N)N